(4-benzylpiperidin-1-yl)(4-(4-isopropylpiperazin-1-yl)-3-nitrophenyl)methanone C(C1=CC=CC=C1)C1CCN(CC1)C(=O)C1=CC(=C(C=C1)N1CCN(CC1)C(C)C)[N+](=O)[O-]